N1(CCC1)C1=NC=C(C=N1)C1(CC1)N1N=CC(=C1)N 1-(1-(2-(Azetidin-1-yl)pyrimidin-5-yl)cyclopropyl)-1H-pyrazol-4-amine